5-amino-3-cyano-4-(4,5-dichloropyridin-3-yl)-1-methyl-1H-pyrrolo[2,3-b]pyridine-6-carboxamide NC=1C(=C2C(=NC1C(=O)N)N(C=C2C#N)C)C=2C=NC=C(C2Cl)Cl